2-(2-(chloromethyl)allyl)isoindoline-1,3-dione ClCC(CN1C(C2=CC=CC=C2C1=O)=O)=C